C(C=C)(=O)OC(CCCCC)O hexanediol monoacrylate